C1C(CC12CCNCC2)NC([O-])=O 7-azaspiro[3.5]nonan-2-ylcarbamate